2-tert-butyldimethylsiloxycarbonyl-5-trimethoxysilylnorbornane O([Si](C)(C)C(C)(C)C)C(=O)C1C2CC(C(C1)C2)[Si](OC)(OC)OC